C1(=CC=CC=C1)C(=S)C=1N2CCC(C2=CC1)C(=O)OC1=CC(=C(C=C1)C(=S)N)F (4-azanylcarbothioyl-3-fluoranyl-phenyl) 5-(benzenecarbothioyl)-2,3-dihydro-1H-pyrrolizine-1-carboxylate